(R)-N-(1-(3-amino-5-(trifluoromethyl)phenyl)ethyl)-2-methyl-6-(4-methylpiperazin-1-yl)-8,9-dihydro-7H-cyclopenta[H]quinazolin-4-amine NC=1C=C(C=C(C1)C(F)(F)F)[C@@H](C)NC1=NC(=NC2=C3C(=C(C=C12)N1CCN(CC1)C)CCC3)C